N-(6-(2-fluoro-4-(octahydroindolizin-7-yl)phenyl)quinolin-4-yl)benzo[d]thiazol-5-amine FC1=C(C=CC(=C1)C1CCN2CCCC2C1)C=1C=C2C(=CC=NC2=CC1)NC=1C=CC2=C(N=CS2)C1